1-bromo-2-methoxy-5-(methoxymethyl)-3-nitrobenzene BrC1=C(C(=CC(=C1)COC)[N+](=O)[O-])OC